cis-tert-butyl 1-(1-methoxypropyl)-3-methyl-6-azabicyclo[3.1.1]heptane-6-carboxylate COC(CC)C12CC(CC(N1C(=O)OC(C)(C)C)C2)C